C(C)OC(=O)C=1N=C2N(C[C@@H](CC2)C(F)(F)F)C1 (R)-6-(trifluoromethyl)-5,6,7,8-tetrahydroimidazo[1,2-a]Pyridine-2-carboxylic acid ethyl ester